2-Amino-6,7-dimethyl-4-hydroxypteridine NC1=NC2=NC(=C(N=C2C(=N1)O)C)C